2-(2,3-dichloro-6-hydroxyphenyl)-7-(2-hydroxyethyl)-2,7-diazaspiro[3.5]nonan-6-one ClC1=C(C(=CC=C1Cl)O)N1CC2(C1)CC(N(CC2)CCO)=O